1-(4-fluorobenzyl)-N5-(2-(hydroxymethyl)cyclopropyl)-N3-methyl-2-oxo-1,2-dihydropyridine-3,5-dicarboxamide FC1=CC=C(CN2C(C(=CC(=C2)C(=O)NC2C(C2)CO)C(=O)NC)=O)C=C1